2-[(1E)-3-(benzyloxy)prop-1-en-1-yl]-4,4,5,5-tetramethyl-1,3,2-dioxaborolane C(C1=CC=CC=C1)OC/C=C/B1OC(C(O1)(C)C)(C)C